5-{(7R)-7-[(3,3-difluoropropyl)amino]-1-fluoro-3-hydroxy-5,6,7,8-tetrahydronaphthalen-2-yl}-1λ6,2,5-thiadiazolidine-1,1,3-trione FC(CCN[C@@H]1CCC=2C=C(C(=C(C2C1)F)N1CC(NS1(=O)=O)=O)O)F